(R)-ethyl 2-(2-((6-(1-aminoisoquinolin-5-yl)-2,3-dihydro-1H-inden-1-yl)oxy)-4-methoxyphenyl)acetate NC1=NC=CC2=C(C=CC=C12)C1=CC=C2CC[C@H](C2=C1)OC1=C(C=CC(=C1)OC)CC(=O)OCC